BrC1=CC=C(C=C1)[C@]12[C@](C3=C(C=NC=C3OC)O1)([C@@H]([C@@H]([C@H]2C2=CC=CC=C2)C(=O)N2CCC(CC2)(F)F)O)O |r| Rac-((4bS,5R,6R,7S,7aR)-7a-(4-bromophenyl)-4b,5-dihydroxy-4-methoxy-7-phenyl-4b,6,7,7a-tetrahydro-5H-cyclopenta[4,5]furo[2,3-c]pyridin-6-yl)(4,4-difluoropiperidin-1-yl)methanone